N1(CCOCC1)[2H] morpholine-d